2-fluoro-5-[6-fluoro-2-[(4-methoxyphenyl)methylsulfanyl]-3-methyl-4-nitro-phenoxy]aniline FC1=C(N)C=C(C=C1)OC1=C(C(=C(C=C1F)[N+](=O)[O-])C)SCC1=CC=C(C=C1)OC